2-(3-(3',5'-dichloro-6-fluoro-[1,1'-biphenyl]-3-yl)-4-(4-sulfamoylbenzyl)-1H-pyrazol-1-yl)thiazole-4-carboxylic acid ClC=1C=C(C=C(C1)Cl)C1=CC(=CC=C1F)C1=NN(C=C1CC1=CC=C(C=C1)S(N)(=O)=O)C=1SC=C(N1)C(=O)O